6-[4-(dimethoxymethyl)-1-piperidinyl]pyridin-3-ol COC(C1CCN(CC1)C1=CC=C(C=N1)O)OC